N-[6-chloro-3-(methylamino)pyridazin-4-yl]-5-[4-(1-cyanocyclopropyl)phenyl]-3-(ethylsulfanyl)pyridine-2-carboxamide ClC1=CC(=C(N=N1)NC)NC(=O)C1=NC=C(C=C1SCC)C1=CC=C(C=C1)C1(CC1)C#N